8-methoxy-6-(1-methyl-3,6-dihydro-2H-pyridin-4-yl)pyrido[3,4-d]pyrimidin-4-ol formate salt C(=O)O.COC1=NC(=CC2=C1N=CN=C2O)C=2CCN(CC2)C